O=C(C(=O)OCC#CC(C1=C(C(=C(C(=C1[2H])[2H])[2H])[2H])[2H])=O)C 4-oxo-4-(phenyl-d5)but-2-yn-1-yl 2-oxopropanoate